7-Chloro-5-[(1R)-1-(5-fluoro-2-pyridyl)ethoxy]imidazo[1,2-a]pyridine ClC1=CC=2N(C(=C1)O[C@H](C)C1=NC=C(C=C1)F)C=CN2